6-hydroxy-4-(6-(6-(2-(methyl-sulfonyl)benzyl)-3,6-diazabicyclo[3.1.1]heptan-3-yl)pyridin-3-yl)pyrazolo[1,5-a]pyridine-3-carbonitrile OC=1C=C(C=2N(C1)N=CC2C#N)C=2C=NC(=CC2)N2CC1N(C(C2)C1)CC1=C(C=CC=C1)S(=O)(=O)C